CN(C1C(CCCC1)N)C (-)-N,N-Dimethylcyclohexane-1,2-diamine